C(C=C)(=O)N1C[C@@H](N(C[C@H]1C)C=1C2=C(N(C(N1)=O)C=1C(=NC=CC1C)C(C)C)N=C(C(=C2)C2CC2)C2=C(C=CC(=C2)C)F)C 4-((2S,5R)-4-acryloyl-2,5-dimethylpiperazin-1-yl)-6-cyclopropyl-7-(2-fluoro-5-methylphenyl)-1-(2-isopropyl-4-methylpyridin-3-yl)pyrido[2,3-d]pyrimidin-2(1H)-one